ClC1=C(C=C(C=2C3=C(NC12)CCNC(C3)=O)C3=NN(C=N3)COCC[Si](C)(C)C)Cl 7,8-dichloro-10-(1-((2-(trimethylsilyl)ethoxy)methyl)-1H-1,2,4-triazol-3-yl)-3,4,5,6-tetrahydroazepino[4,5-b]indol-2(1H)-one